ClC1=CC=C2C(=NC(N(C2=C1F)C)(C)C)C=1C=NC(=C(C1)C)C(F)F 7-chloro-4-(6-(difluoromethyl)-5-methylpyridin-3-yl)-8-fluoro-1,2,2-trimethyl-1,2-dihydroquinazoline